C(C1=CC=CC=C1)OC1=C(C(=C(C(=C1)Br)C[C@@H](CCO[Si](C)(C)C(C)(C)C)NC(OC(C)(C)C)=O)F)NC(C(F)(F)F)=O tert-butyl [(2S)-1-[4-(benzyloxy)-6-bromo-2-fluoro-3-(2,2,2-trifluoroacetamido)phenyl]-4-{[tert-butyl(dimethyl)silyl]oxy}butan-2-yl]carbamate